N-[3-[3-(4-pyridyl)imidazo[1,2-b]pyridazin-6-yl]phenyl]meth-anesulfonamide N1=CC=C(C=C1)C1=CN=C2N1N=C(C=C2)C=2C=C(C=CC2)NS(=O)(=O)C